1-(5-((4-(6-fluoro-1-methyl-1H-indol-3-yl)piperidin-1-yl)methyl)-1-oxoisoindolin-2-yl)dihydropyrimidine-2,4(1H,3H)-dione FC1=CC=C2C(=CN(C2=C1)C)C1CCN(CC1)CC=1C=C2CN(C(C2=CC1)=O)N1C(NC(CC1)=O)=O